NC1=NN(C2=C(C=C(C(=C12)OC1=C(C=CC(=C1)F)Cl)NC(C1=CC(=CC(=C1)C(F)(F)F)F)=O)CNC1CC1)C1OCCCC1 N-[3-amino-4-(2-chloro-5-fluorophenoxy)-7-[(cyclopropylamino)methyl]-1-(oxan-2-yl)indazol-5-yl]-3-fluoro-5-(trifluoromethyl)benzamide